N-(butoxymethyl)-2-chloro-N-(2,6-diethylphenyl)acetamide C(CCC)OCN(C(CCl)=O)C1=C(C=CC=C1CC)CC